Ethyl 6-carbamoylpyrazolo[1,5-a]pyrimidine-3-carboxylate C(N)(=O)C=1C=NC=2N(C1)N=CC2C(=O)OCC